2-(2,5-Dimethoxy-4-methylphenyl)ethanamine COC1=C(C=C(C(=C1)C)OC)CCN